4-((6-nitropyridin-3-yl)thio)aniline methyl-4-(benzo[d][1,3]dioxol-5-ylmethyl)-3-oxo-3,4-dihydro-2H-benzo[b][1,4]thiazine-6-carboxylate COC(=O)C1=CC2=C(SCC(N2CC2=CC3=C(OCO3)C=C2)=O)C=C1.[N+](=O)([O-])C1=CC=C(C=N1)SC1=CC=C(N)C=C1